C(CC1=CC=CC=C1)N1C(=NC2=C1C=CC=C2)C2=C(C=CC=C2)[N+](=O)[O-] 1-phenethyl-2-(2-nitrophenyl)-benzo[d]imidazole